C(OCCCCCCCCCCCCCCCCCC)(OC1=CC=CC=C1)=O Carbonic acid, octadecyl phenyl ester